4-(piperidine-4-carbonyl)piperazin N1CCC(CC1)C(=O)N1CCNCC1